O(CCCOC=1C=C(C=CC1)CC(=O)O)CCCOC=1C=C(C=CC1)CC(=O)O 2,2'-(((oxybis(propane-3,1-diyl))bis(oxy))bis(3,1-phenylene))diacetic acid